(E)-2-(2,6-dioxopiperidin-3-yl)-4-((2-(2-(2-((5-(4-(methylamino)styryl)pyridin-2-yl)oxy)ethoxy)ethoxy)ethyl)amino)isoindoline-1,3-dione O=C1NC(CCC1N1C(C2=CC=CC(=C2C1=O)NCCOCCOCCOC1=NC=C(C=C1)\C=C\C1=CC=C(C=C1)NC)=O)=O